NC1=C(C=C(C=N1)C=1N=C(N(C1)C12CC(C1)(C2)F)CO)C(F)(F)F (4-(6-amino-5-(trifluoromethyl)pyridin-3-yl)-1-(3-fluorobicyclo[1.1.1]pentan-1-yl)-1H-imidazol-2-yl)methanol